N1=CC(=CC=C1)CN1N=CC=C1 (pyridin-3-ylmethyl)-1H-pyrazol